1E-Isoeugenol C=1(C(O)=CC=C(C=CC)C1)OC